ClC=1C=C(C=CC1F)NC(N([C@@H](C)C1=CN=C(C2=CC=CC=C12)C)C)=O (S)-3-(3-chloro-4-fluorophenyl)-1-methyl-1-(1-(1-methylisoquinolin-4-yl)ethyl)urea